bis-(sulfoethyl-sodium)-disulfide [S-][S-].S(=O)(=O)(O)CC[Na].S(=O)(=O)(O)CC[Na]